2-(2-chloro-6-fluorophenyl)-3-((2-chlorothiazol-5-yl)methoxy)-4H-chromen-4-one ClC1=C(C(=CC=C1)F)C=1OC2=CC=CC=C2C(C1OCC1=CN=C(S1)Cl)=O